(5aR,8aS)-2-((R)-3-methylmorpholino)-5,5a,6,7,8,8a-hexahydro-4H-cyclopenta[e]pyrazolo[1,5-a]pyrazin-4-one C[C@@H]1COCCN1C1=NN2C(C(N[C@H]3[C@@H]2CCC3)=O)=C1